Ethyl [(3-{2-chloro-4-fluoro-5-[3-methyl-2,6-dioxo-4-(trifluoromethyl)-3,6-dihydropyrimidin-1(2H)-yl]phenoxy}pyridine-2-yl)oxy]acetate ClC1=C(OC=2C(=NC=CC2)OCC(=O)OCC)C=C(C(=C1)F)N1C(N(C(=CC1=O)C(F)(F)F)C)=O